FC=1C=NC(=NC1)C=1C=C(N)C=CC1 3-(5-fluoropyrimidin-2-yl)aniline